1,3-dimethylhexahydro-2-pyrimidinone CN1C(N(CCC1)C)=O